(S)-3-((S)-sec-butyl)-4-(1H-pyrrolo[3,2-b]pyridine-2-carbonyl)-1,3,4,5-tetrahydro-2H-benzo[e][1,4]diazepin-2-one [C@H](C)(CC)[C@@H]1N(CC2=C(NC1=O)C=CC=C2)C(=O)C2=CC1=NC=CC=C1N2